3-amino-N-((1s,3s)-3-methoxycyclobutyl)-6-(3-methylimidazo[1,2-a]pyridin-6-yl)-5-(oxazol-2-yl)pyrazine-2-carboxamide NC=1C(=NC(=C(N1)C=1OC=CN1)C=1C=CC=2N(C1)C(=CN2)C)C(=O)NC2CC(C2)OC